C(C)C1(COC1)COCCCCCCOCC1(COC1)CC 1,6-bis(3-ethyl-3-oxetylmethoxy)hexane